C(C)O[Si](O)(O)O.C[Si](OCC)(C)C Trimethylethoxysilane ethyl-orthosilicate